ClCC1=NC(=NO1)C(C)(CCCCC)C 5-(chloromethyl)-3-(2-methylhept-2-yl)-1,2,4-oxadiazole